5-(1-isopropyl-2-methyl-1H-imidazo[4,5-b]pyridin-6-yl)-N-((1-(trifluoromethyl)cyclopropyl)methyl)pyrrolo[2,1-f][1,2,4]triazin-2-amine C(C)(C)N1C(=NC2=NC=C(C=C21)C=2C=CN1N=C(N=CC12)NCC1(CC1)C(F)(F)F)C